3-(6-methyl-4-oxo-3H-quinazolin-2-yl)propionic acid CC=1C=C2C(NC(=NC2=CC1)CCC(=O)O)=O